BrC1=C(SC(=C1)Br)C=1SC=CC1 3,5-dibromobithiophene